COC(COC1=C(C=CC(=C1)N)N)OC 2-(2,2-dimethoxyethoxy)benzene-1,4-diamine